OCC=1C=NN(C1)C1=CC=C(C#N)C=C1 4-(4-(hydroxymethyl)-1H-pyrazol-1-yl)benzonitrile